FC(CNC(C)=O)C N-(2-fluoropropyl)acetamide